3-chloro-5-(2-chloropiperazin-1-yl)-2,3-dihydro-1,4-benzodioxine ClC1OC2=C(OC1)C=CC=C2N2C(CNCC2)Cl